C(C)(C)(C)C1=CC=C(C=C1)N1CN2N(CC=C3C2C=2C=CC(=CC2OC3(C)C)N3CCN(CC3)C)C1 2-(4-(tert-butyl)phenyl)-7,7-dimethyl-10-(4-methylpiperazin-1-yl)-5,12b-dihydro-1H,7H-chromeno[4,3-c][1,2,4]triazolo[1,2-a]Pyridazine